Sodium aminoethylaminoethanesulfonic acid NCCNC(C)S(=O)(=O)O.[Na]